C(C)(=O)C=1C=NC2=CC=C(C=C2C1)Cl 3-acetyl-6-chloroquinoline